C(C)(=O)[O-].O=C(CCCCC[NH3+])NCCC1(C(=C(C(=C1)C)C)C)C 6-oxo-6-((2-(1,2,3,4-tetramethylcyclopenta-2,4-dien-1-yl)ethyl)amino)hexan-1-aminium acetate